N-(2,2,2-trifluoroethyl)-6-((3-(5-methoxymethylisoxazol-3-yl)-[1,2,4]triazolo[3,4-a]phthalazin-6-oxy)methylene)nicotinamide FC(CNC(C1=CNC(C=C1)=COC1=NN2C(C3=CC=CC=C13)=NN=C2C2=NOC(=C2)COC)=O)(F)F